5-(5-(Chloromethyl)-1,2,4-oxadiazol-3-yl)-1-ethyl-1H-indole-3-carboxylic acid ClCC1=NC(=NO1)C=1C=C2C(=CN(C2=CC1)CC)C(=O)O